3-[2-(2-ethoxycarbonylethyl)-phenyl]-propionic acid ethyl ester C(C)OC(CCC1=C(C=CC=C1)CCC(=O)OCC)=O